C(=O)OC(C(C=CC=CC=CC=CC=CC=CCCCCCCCCC)=O)C(C=CC=CC=CC=CC=CC=CCCCCCCCCC)=O Didocosahexaenoylmethyl Formate